BrC=1N=C2N(N1)C(CC2=O)C2=CC=CC=C2 2-bromo-5-phenyl-5,6-dihydropyrrolo[1,2-b][1,2,4]triazol-7-one